C(C)(C)OCC(C1=CC(=CC=C1)C(F)(F)F)NC(=O)NC1CC2(C1)CCC2 1-[2-isopropoxy-1-(3-trifluoromethyl-phenyl)-ethyl]-3-spiro[3.3]hept-2-yl-urea